[Cl-].C(CCCCCCCCCCCCCCCCCCCCCCCCC)[NH+](C)C hexacosyl-dimethyl-ammonium chloride